ClC1=C(C(=NN1C)C(F)F)C#N 5-chloro-3-difluoromethyl-1-methyl-1H-pyrazole-4-carbonitrile